N1(C=NC=C1)C/C=C/C=1C=CC=C2C=C(N(C12)CC1CC1)C(=O)OC Methyl (E)-7-(3-(1H-imidazol-1-yl)prop-1-en-1-yl)-1-(cyclopropylmethyl)-1H-indole-2-carboxylate